BrC1=CC=C(C=C1)C1(N(CCOC1)C(=O)OC(C)(C)C)C tert-butyl 3-(4-bromophenyl)-3-methylmorpholine-4-carboxylate